2-(4-(4-Chloro-3-(trifluoromethyl)phenoxy)phenyl)ethan-1-ol ClC1=C(C=C(OC2=CC=C(C=C2)CCO)C=C1)C(F)(F)F